FC1=C([O-])C=CC=C1.[Li+] lithium 2-fluorophenoxide